6-nitro-3,4-dihydro-1,8-naphthyridine-1(2H)-carboxylate [N+](=O)([O-])C=1C=C2CCCN(C2=NC1)C(=O)[O-]